N[C@@H](CC(C)C)C(=O)N1[C@@H]([C@H]2C([C@H]2C1)(C)C)C(=O)[O-] (1r,2s,5s)-3-(L-leucyl)-6,6-dimethyl-3-azabicyclo[3.1.0]hexane-2-carboxylate